pyrrolo[2,3-f]indazole N1=NC=C2C=C3C(C=C12)=CC=N3